Butane-2-sulfonic acid {3-[5-(2-aminopyrimidin-4-yl)-2-piperidin-4-yl-thiazol-4-yl]-2-fluorophenyl}-amide NC1=NC=CC(=N1)C1=C(N=C(S1)C1CCNCC1)C=1C(=C(C=CC1)NS(=O)(=O)C(C)CC)F